(3aR,4S,6aR)-5-tert-butyl 4-methyl 3a-allyltetrahydro-2H-thieno[2,3-c]pyrrole-4,5(3H)-dicarboxylate C(C=C)[C@]12[C@H](CN([C@@H]1C(=O)OC)C(=O)OC(C)(C)C)SCC2